2-methyl-2-decanol CC(C)(CCCCCCCC)O